N-(3-(1-(2-fluorobenzyl)-1H-benzo[d]imidazol-2-yl)-1H-pyrazol-5-yl)-4-((1-methylpiperidin-4-yl)amino)benzamide tert-Butyl-6-(chlorosulfonyl)-2,6-diazaspiro[3.4]octane-2-carboxylate C(C)(C)(C)OC(=O)N1CC2(C1)CN(CC2)S(=O)(=O)Cl.FC2=C(CN1C(=NC3=C1C=CC=C3)C3=NNC(=C3)NC(C3=CC=C(C=C3)NC3CCN(CC3)C)=O)C=CC=C2